ClC=1C=C(CNC(=O)C=2N=CN(C2)C2=NC(=NC=C2C)N[C@@H]2COCC2)C=CC1 (S)-N-(3-chloro-benzyl)-1-(5-methyl-2-((tetrahydrofuran-3-yl)amino)-pyrimidin-4-yl)-1H-imidazole-4-carboxamide